C(C)(C)(C)OC(=O)N1CCN(CC1)CC1(CCC(=C(C1)CN1CCC(CC1)=O)C1=CC=C(C=C1)Cl)C 4-((4'-chloro-4-methyl-6-((4-oxopiperidin-1-yl)methyl)-2,3,4,5-tetrahydro-[1,1'-biphenyl]-4-yl)methyl)piperazine-1-carboxylic acid tert-butyl ester